ClC1=C(C=C(C=C1N)C)NC1=CC(=C(C=C1)F)F 2-chloro-N1-(3,4-difluorophenyl)-5-methylbenzene-1,3-diamine